N,N'-dioctyl-diethylenetriamine C(CCCCCCC)NCCN(CCN)CCCCCCCC